C(C)(C)(C)OC(NCCOCCOCCOCCNC(COC1=C2C(N(C(C2=CC=C1)=O)C1C(NC(CC1)=O)=O)=O)=O)=O (1-((2-(2,6-Dioxopiperidin-3-yl)-1,3-dioxoisoindolin-4-yl)oxy)-2-oxo-6,9,12-trioxa-3-aza-tetradecan-14-yl)carbamic acid tert-butyl ester